N-(3-(4-(4-Aminoimidazo[2,1-f][1,2,4]triazin-7-yl)-3-methyl-1H-pyrazole-1-yl)-4-methylphenyl)-3-(trifluoromethyl)benzamide NC1=NC=NN2C1=NC=C2C=2C(=NN(C2)C=2C=C(C=CC2C)NC(C2=CC(=CC=C2)C(F)(F)F)=O)C